tert-butyl (E)-(3-(2-(6-(2-ethyl-4-hydroxyphenyl)-1-(tetrahydro-2H-pyran-2-yl)-1H-indazol-3-yl)-1H-imidazol-4-yl)allyl)carbamate C(C)C1=C(C=CC(=C1)O)C1=CC=C2C(=NN(C2=C1)C1OCCCC1)C=1NC=C(N1)/C=C/CNC(OC(C)(C)C)=O